2-[[6-[3-(Difluoromethyl)-4-fluoro-phenyl]pyrazolo[4,3-b]pyridin-1-yl]methyl]-5-phenyl-1,3,4-oxadiazole FC(C=1C=C(C=CC1F)C=1C=C2C(=NC1)C=NN2CC=2OC(=NN2)C2=CC=CC=C2)F